1-(1-methyl-2,3-dihydro-1H-pyrido[2,3-b][1,4]oxazin-6-yl)ethan-1-ol tert-Butyl-(((5S)-1-benzyl-5-(hydroxymethyl)pyrrolidin-3-yl)methyl)carbamate C(C)(C)(C)N(C(=O)OC(C)C=1C=CC2=C(OCCN2C)N1)CC1CN([C@@H](C1)CO)CC1=CC=CC=C1